C1=CC=C2C(=C1)C(=CN2)C[C@@H](C(=O)N[C@@H](CCC(=O)N)C(=O)O)NC3=C(C=C(C=C3)[N+](=O)[O-])[N+](=O)[O-] The molecule is a dipeptide consisting of L-tryptophan substituted on the alpha-nitrogen by a 2,4-dinitrophenyl group and connected to L-glutamine via a peptide bond. It has a role as an epitope. It contains a 2,4-dinitrophenyl group.